1-[2,4-bis(trifluoromethyl)phenyl]-N-{[(3S)-oxolan-3-yl]methyl}pyrrolo[1,2-d][1,2,4]triazin-4-amine FC(C1=C(C=CC(=C1)C(F)(F)F)C=1C=2N(C(=NN1)NC[C@H]1COCC1)C=CC2)(F)F